FC1=CC=C2C=C(C=C(C2=C1C#C[Si](C(C)C)(C(C)C)C(C)C)O)O 7-fluoro-8-((triisopropylsilyl)ethynyl)naphthalene-1,3-diol